14-chloro-20,22-difluoro-15-methoxy-17,17-dioxo-17λ6-thia-10,18-diazatetracyclo[17.3.1.112,16.02,7]tetracosa-1(23),2,4,6,12,14,16(24),19,21-nonaen-11-one ClC=1C=C2C(NCCC3=CC=CC=C3C=3C(=CC(=C(NS(C(C1OC)=C2)(=O)=O)C3)F)F)=O